S(=O)(=O)(O)CCC[N+]1=C2C=CC=CC2=CC2=CC=CC=C12 10-(3-sulfopropyl)-acridinium